CC1(OB(OC1(C)C)C=1C=C2C3(C(NC2=CC1)=O)CCC3)C 5'-(4,4,5,5-tetramethyl-1,3,2-dioxaborolan-2-yl)spiro[cyclobutane-1,3'-indolin]-2'-one